rac-(R)-1-(5-((R)-2,6-dioxopiperidin-3-yl)pyridin-2-yl)pyrrolidine-3-carbaldehyde O=C1NC(CC[C@@H]1C=1C=CC(=NC1)N1C[C@@H](CC1)C=O)=O |&1:15|